ClC1=C(C=CC2=C1C(=NCC=1N2N=C(N1)C(=O)OCC)C1=NC=CC=C1F)Cl ethyl 7,8-dichloro-6-(3-fluoro-2-pyridyl)-4H-[1,2,4]triazolo[1,5-a][1,4]benzodiazepine-2-carboxylate